C(C)(C)(C)C1=CC(=NO1)NC(NC1CCC=2NC3=CC=C(C=C3C2C1)C(=O)NCCCO)=O 3-(3-(5-tert-butylisoxazol-3-yl)ureido)-N-(3-hydroxypropyl)-2,3,4,9-tetrahydro-1H-carbazole-6-carboxamide